ClC1=CC(=C(C=N1)C1=NC(=CC=C1)CN1CCOCC1)F 4-((6'-Chloro-4'-fluoro-[2,3'-bipyridin]-6-yl)methyl)morpholine